(2s,4s)-2-(4-(3-cyclopropylphenyl)piperidine-1-carbonyl)-7-oxa-5-azaspiro[3.4]Octane-6-one C1(CC1)C=1C=C(C=CC1)C1CCN(CC1)C(=O)C1CC2(C1)NC(OC2)=O